CC1=C(C(=CC=C1)C)C(C(=O)O)=O 2-(2,6-dimethylphenyl)-2-oxoacetic acid